C(C)(C)(C)OC(=O)C=1C=CC2=C(N(C(=N2)CN2CCC(CC2)C2=NC(=CC=C2)OCC2=CC=CC=3N2N=CC3)C[C@H]3OCC3)C1 (S)-1-((oxetan-2-yl)methyl)-2-((4-(6-((pyrazolo[1,5-a]pyridin-7-yl)methoxy)Pyridin-2-yl)piperidin-1-yl)methyl)-1H-benzo[d]imidazole-6-carboxylic acid tert-butyl ester